5-bromo-N-(3-chloro-4-fluoro-phenyl)pyrimidin-2-amine BrC=1C=NC(=NC1)NC1=CC(=C(C=C1)F)Cl